(3R)-3-amino-7-[5-[(3-chloro-1-bicyclo[1.1.1]pentanyl)amino]-1,3,4-oxadiazol-2-yl]-5-[(4-chlorophenyl)methyl]-8-fluoro-1,1-dioxo-2,3-dihydro-1lambda6,5-benzothiazepin-4-one N[C@H]1CS(C2=C(N(C1=O)CC1=CC=C(C=C1)Cl)C=C(C(=C2)F)C=2OC(=NN2)NC21CC(C2)(C1)Cl)(=O)=O